OC(COC1=CC=C(C(/C=C/C2=CC=C(C=C2)OC)=O)C=C1)CNC(C)C 4'-[2-Hydroxy-3-iso-propylamino-propoxy]-4-methoxy-chalcone